OC=1C=CC=2[C@@H]3OC4=C(C(=CC=C4[C@@H]3COC2C1)OC)OC 3-hydroxy-9,10-dimethoxypterocarpan